N1N=NC2=NC(=CC=C21)C=2C=C(C(=O)NC1=CC=C(C=C1)S(NCC1=CC=CC=C1)(=O)=O)C=CC2 3-(1H-[1,2,3]triazolo[4,5-b]pyridin-5-yl)-N-(4-(N-benzylsulfamoyl)phenyl)benzamide